NC1=NN2C(C=C(C=C2)C=2C(=C(C(=O)NCC(C(=O)C3=CC=C(C=C3)F)(F)F)C(=CC2)C)F)=N1 3-(2-amino-[1,2,4]triazolo[1,5-a]pyridin-7-yl)-N-(2,2-difluoro-3-(4-fluorophenyl)-3-oxopropyl)-2-fluoro-6-methylbenzamide